5-fluoro-1-methyl-4-oxo-1,4-dihydroquinoline-8-carbonitrile FC1=C2C(C=CN(C2=C(C=C1)C#N)C)=O